1,7-dimethyl-4-oxo-N,5-diphenyl-4,5-dihydro-1H-pyrrolo[3,2-c]pyridine-3-carboxamide CN1C=C(C=2C(N(C=C(C21)C)C2=CC=CC=C2)=O)C(=O)NC2=CC=CC=C2